(4-{2-[(S)-Amino(4-methylcyclohexyl)methyl]-4-fluoro-1H-benzimidazol-5-yl}-1-benzylpyrrolidin-3-yl)(3,3-difluoroazetidin-1-yl)methanone N[C@H](C1=NC2=C(N1)C=CC(=C2F)C2C(CN(C2)CC2=CC=CC=C2)C(=O)N2CC(C2)(F)F)C2CCC(CC2)C